N-(2-(methoxymethyl)benzyl)-4-(5-methyl-2-((1-methyl-1H-pyrazol-5-yl)amino)pyrimidin-4-yl)oxazole-2-carboxamide COCC1=C(CNC(=O)C=2OC=C(N2)C2=NC(=NC=C2C)NC2=CC=NN2C)C=CC=C1